tert-butyl-3-(2-((6S,10R,13S)-6-(hydroxymethyl)-10,13-dimethyl-7,17-dioxododecahydro-1H-cyclopenta[a]phenanthren-3(2H,4H,10H)-ylidene)ethyl)pyrrolidine-1-carboxylate C(C)(C)(C)OC(=O)N1CC(CC1)CC=C1CC[C@@]2(C3CC[C@@]4(C(CCC4C3C([C@@H](C2C1)CO)=O)=O)C)C